4-[(E)-2-(5,5,8,8-tetramethyl-6,7-dihydronaphthalen-2-yl)prop-1-enyl]benzoic acid CC1(C=2C=CC(=CC2C(CC1)(C)C)/C(=C/C1=CC=C(C(=O)O)C=C1)/C)C